2,6-diazaspiro[3.3]heptane-2-carboxylic acid C1N(CC12CNC2)C(=O)O